ClC=1C=C(C(=NC1O[C@H]1CCC2=C(C=CC=C12)C1=CC2=C(OCCO2)C=C1)OC)CN1C[C@H](CC1)O (S)-1-((5-chloro-6-(((S)-4-(2,3-dihydrobenzo[b][1,4]dioxin-6-yl)-2,3-dihydro-1H-inden-1-yl)oxy)-2-methoxypyridin-3-yl)methyl)pyrrolidin-3-ol